4-(6-((3R,4S)-4-amino-3-hydroxypiperidin-1-yl)pyridin-3-yl)-6-methoxypyrazolo[1,5-a]pyridine-3-carbonitrile N[C@@H]1[C@@H](CN(CC1)C1=CC=C(C=N1)C=1C=2N(C=C(C1)OC)N=CC2C#N)O